6-(2,6-difluoro-3,5-dimethoxyphenyl)-2-(methylthio)-8H-pyrano[3,4-d]Pyrimidin-8-one FC1=C(C(=C(C=C1OC)OC)F)C1=CC2=C(N=C(N=C2)SC)C(O1)=O